(S)-2-amino-N-(2-((2-((4-(((tert-butyldiphenylsilyl)oxy)methyl)phenyl)amino)-2-oxoethyl)(methyl)amino)-2-oxoethyl)-5-ureidopentanamide N[C@H](C(=O)NCC(=O)N(C)CC(=O)NC1=CC=C(C=C1)CO[Si](C1=CC=CC=C1)(C1=CC=CC=C1)C(C)(C)C)CCCNC(=O)N